The molecule is a tetracyclic triterpenoid that is lanost-8-ene carrying hydroxy and oxo substituents at positions 3beta and 30 respectively. It has a role as a human metabolite. It is a 3beta-sterol, a tetracyclic triterpenoid and a steroid aldehyde. It derives from a hydride of a lanostane. C[C@H](CCCC(C)C)[C@H]1CC[C@@]2([C@@]1(CCC3=C2CC[C@@H]4[C@@]3(CC[C@@H](C4(C)C)O)C)C)C=O